OCC(CO)(CO)NC(C=C)=O N-[1,1-bis(hydroxymethyl)-2-hydroxyethyl]propenamide